tert-butyl 2-(bromomethyl)morpholine-4-carboxylate BrCC1CN(CCO1)C(=O)OC(C)(C)C